[O].F[P]F difluorophosphorus oxygen